5-amino-6-phenyl-2-thiouracil NC=1C(NC(NC1C1=CC=CC=C1)=S)=O